C(C1=CC=CC=C1)NC(N([C@@H]1CC[C@H](CC1)NC1=NC=C(C=C1)C(F)(F)F)C1=NC=C(C=C1)C=1C=NN(C1)C)=O 3-benzyl-1-(5-(1-methyl-1H-pyrazol-4-yl)pyridin-2-yl)-1-(trans-4-((5-(trifluoromethyl)pyridin-2-yl)amino)cyclohexyl)urea